(2R,3R,4S)-2-(2-chloro-6-(((S)-1,2,3,4-tetrahydronaphthalen-2-yl)amino)-9H-purin-9-yl)tetrahydrothiophene-3,4-diol ClC1=NC(=C2N=CN(C2=N1)[C@@H]1SC[C@H]([C@H]1O)O)N[C@@H]1CC2=CC=CC=C2CC1